OC1=C(C=CC(=C1)N1C=NC=C1)B(O)O (2-hydroxy-4-(1H-imidazol-1-yl)phenyl)boronic acid